C1=NC=CC2=CC=CC(=C12)OCCN 2-(isoquinolin-8-oxy)ethan-1-amine